N[C@@H](CCSC)C(=O)OC([C@@H](NC(=O)OCC1C2=CC=CC=C2C=2C=CC=CC12)CCCNC(NC=1C(=C(C2=C(CC(O2)(C)C)C1C)C)C)=N)=O (((9H-fluoren-9-yl)methoxy)carbonyl)-Nω-(2,2,4,6,7-pentamethyl-2,3-dihydrobenzofuran-5-yl)arginyl methioninate